NCC=1C=C2CN(C(C2=C(C1)F)=O)C1C(NC(CC1)=O)=O 3-[5-(aminomethyl)-7-fluoro-1-oxo-2,3-dihydro-1H-isoindol-2-yl]piperidine-2,6-dione